C(C)(C)N1N=CC=C1C=1C=CC(=C(C1)S(=O)(=O)N)OC 5-(1-isopropyl-1H-pyrazol-5-yl)-2-methoxybenzenesulfonamide